FC=1C=C2CCN(CC2=CC1CN1N=CC(=C1COC)C(=O)OC)C(=O)OC(C)(C)C tert-Butyl 6-fluoro-7-((4-(methoxycarbonyl)-5-(methoxymethyl)-1H-pyrazol-1-yl)methyl)-3,4-dihydroisoquinoline-2(1H)-carboxylate